1-(2,4-dihydroxy-3-methylphenyl)-3,3-dimethylbutan-1-one OC1=C(C=CC(=C1C)O)C(CC(C)(C)C)=O